C1(=CC=C(C=C1)N(C=1C(=CC=CC1)C1=CC=CC=C1)C1=CC=C(C=C1)Br)C1=CC=CC=C1 N-([1,1'-biphenyl]-4-yl)-N-(4-bromophenyl)-[1,1'-biphenyl]-2-amine